CC1=NC=CC=C1NC1=C(C=CC=C1)[N+](=O)[O-] 2-methyl-N-(2-nitrophenyl)pyridin-3-amine